O1C(=CC=C1C(=O)OCCCC)C(=O)OCCCC di-n-butyl 2,5-furandicarboxylate